N=1NN=C2C1C=C1C(NC(C1=C2)=O)=O Triazolo[4,5-f]isoindole-5,7(2H,6H)-dione